1-benzyl-2-(dimethyl-(phenyl)silyl)-1H-pyrrolo[2,3-b]pyridine C(C1=CC=CC=C1)N1C(=CC=2C1=NC=CC2)[Si](C2=CC=CC=C2)(C)C